ClC1=CC=C(C(=N1)C(=O)O)N[C@@H](C)C=1C=C(C=C2C(N(C(=NC12)N1CCN(CC1)C1=NC=CC=C1)C)=O)C (S)-6-Chloro-3-((1-(3,6-dimethyl-4-oxo-2-(4-(pyridin-2-yl)piperazin-1-yl)-3,4-dihydroquinazolin-8-yl)ethyl)amino)picolinic acid